tert-butyl N-[(1S)-1-(hydroxymethyl)-2-[(3S)-2-oxopyrrolidin-3-yl]ethyl]carbamate OC[C@H](C[C@H]1C(NCC1)=O)NC(OC(C)(C)C)=O